1-(3-(2-(1H-indol-3-yl)ethyl)ureido)-N-phenylcyclohexane-1-carboxamide N1C=C(C2=CC=CC=C12)CCNC(NC1(CCCCC1)C(=O)NC1=CC=CC=C1)=O